7-fluorobenzo[b]thiophene-3-carboxylate FC1=CC=CC2=C1SC=C2C(=O)[O-]